ClC1=CC(=C(C(=O)NC=2C=[N+](C=CC2)[O-])C=C1C#CC)OC1=CC=C(C=C1)OC(F)(F)F 3-(4-chloro-5-(propynyl)-2-(4-(trifluoromethoxy)phenoxy)benzamido)pyridine 1-oxide